4-(3,4-dimethylphenyl)-6-methyl-1,6-dihydro-7H-pyrazolo[3,4-c]pyridin-7-one CC=1C=C(C=CC1C)C=1C2=C(C(N(C1)C)=O)NN=C2